7-(1-acetyl-4-piperidyl)-1-(cyclopropylmethyl)indole-2-carbaldehyde C(C)(=O)N1CCC(CC1)C=1C=CC=C2C=C(N(C12)CC1CC1)C=O